CC(=O)NCCCS(=O)(=O)O The molecule is an organosulfonic acid that is propane-1-sulfonic acid substituted by an acetylamino group at position 3. It has a role as a neurotransmitter agent, an environmental contaminant and a xenobiotic. It is an organosulfonic acid and a member of acetamides.